C1(CCC1)CN1C=CC2=CC(=CC=C12)NC1=C(C(=O)O)C=C(C=N1)C1CC1 2-((1-(cyclobutylmethyl)-1H-indol-5-yl)amino)-5-cyclopropyl-nicotinic acid